7-[5-chloro-4-methoxy-2-(5-methylthiazol-2-yl)phenyl]-N-[(2,4-dimethoxyphenyl)methyl]cinnolin-4-amine ClC=1C(=CC(=C(C1)C1=CC=C2C(=CN=NC2=C1)NCC1=C(C=C(C=C1)OC)OC)C=1SC(=CN1)C)OC